C(C)(=O)[C@@H]1C([C@@H](C1)CC(=O)ON=CC1=CC(=CC=C1)Br)(C)C 3-bromobenzaldehyde O-(2-((1S,3S)-3-acetyl-2,2-dimethylcyclobutyl)acetyl) oxime